CN1N=C(C2=CC=CC=C12)CN (1-methyl-1H-indazol-3-yl)methanamine